tert-butyl (4-(8-(1-methyl-6-(trifluoromethyl)-1H-benzo[d]imidazol-5-yl)indolizine-3-carbonyl)phenyl)(2,3,5,6-tetrafluoro-4-(methylthio)benzyl)carbamate CN1C=NC2=C1C=C(C(=C2)C2=CC=CN1C(=CC=C21)C(=O)C2=CC=C(C=C2)N(C(OC(C)(C)C)=O)CC2=C(C(=C(C(=C2F)F)SC)F)F)C(F)(F)F